COCC1(CC=CC(=C1O)COC)C 2,6-dimethyloxymethyl-cresol